ClC1=C(OC=2C(=NC=CC2)OCC(=O)OCC2=NC=CC=C2)C=C(C(=C1)F)N1C(N(C(=CC1=O)C(F)(F)F)C)=O pyridin-2-ylmethyl [(3-(2-chloro-4-fluoro-5-[3-methyl-2,6-dioxo-4-(trifluoromethyl)-3,6-dihydropyrimidin-1(2H)-yl]phenoxy)pyridin-2-yl)oxy]acetate